4-(4-(3-(1H-pyrazol-1-yl)phenyl)-6-methoxy-6-(4-phenyl-1H-imidazol-2-yl)pyrimidin-2-yl)morpholine N1(N=CC=C1)C=1C=C(C=CC1)C=1N=C(NC(C1)(C=1NC=C(N1)C1=CC=CC=C1)OC)N1CCOCC1